FC=1C=CC2=C(C(=NS2)C(=O)NC=2C(=NC=3C=CC(N(C3C2)C)=O)NC2=C(C=CC=C2)C)C1 5-Fluoro-N-(5-methyl-6-oxo-2-(o-tolylamino)-5,6-dihydro-1,5-naphthyridin-3-yl)benzo[d]isothiazole-3-carboxamide